C(C=CC)C1=CC=C(C=C1)OCCCCC 1-(2-buten-1-yl)-4-pentyloxybenzene